nickel-copper salt [Cu].[Ni]